trans-3-fluoro-4-(N-(4-hydroxytetrahydrofuran-3-yl)sulfamoyl)-1-methyl-N-(3,4,5-trifluorophenyl)-1H-pyrrole-2-carboxamide FC1=C(N(C=C1S(N[C@@H]1COC[C@H]1O)(=O)=O)C)C(=O)NC1=CC(=C(C(=C1)F)F)F